CC(C#N)(N(C1=CC=C(C=C1)C)C)C dimethyl-2-(methyl-(p-tolyl)amino)acetonitrile